ClC1=CC=C(C=C1)C1=NN=CS1 5-(4-chlorophenyl)-1,3,4-thiadiazole